4-(2-ethyl-2-hydroxybutyl)piperazine-1-carboxylic acid tert-butyl ester C(C)(C)(C)OC(=O)N1CCN(CC1)CC(CC)(O)CC